ClC=1C(=CC(=NC1)OC)C1=CC(=NN1)C(=O)N1CCC(CC1)(C(=O)NCC1=CC(=CC=C1)Cl)F 1-(5-(5-chloro-2-methoxypyridin-4-yl)-1H-pyrazole-3-carbonyl)-N-(3-chlorobenzyl)-4-fluoropiperidine-4-carboxamide